C(CC)(=O)N1CCC(CC1)N1C(OC2=C1C=CC=C2)=O 3-(1-propionylpiperidin-4-yl)benzo[d]oxazol-2(3H)-one